C1[C@H]([C@@H]([C@H]([C@@H](O1)OC2=CC=C(C=C2)[N+](=O)[O-])O)O)O The molecule is a xyloside that is beta-D-xylopyranose in which the anomeric hydroxy hydrogen is replaced by a 4-nitrophenyl group. It has a role as a chromogenic compound. It is a xyloside and a C-nitro compound. It derives from a 4-nitrophenol.